2-methoxy-5-(oxiran-2-yl)-3-(trifluoromethyl)pyridine Methyl-(2S)-2-[(tert-butoxycarbonyl)(methyl)amino]-3-(2,5-dichlorophenyl)propanoate COC([C@H](CC1=C(C=CC(=C1)Cl)Cl)N(C)C(=O)OC(C)(C)C)=O.COC1=NC=C(C=C1C(F)(F)F)C1OC1